CC1=CC2=C(N=C(N=C2NCCCC2=CC=C(C#N)C=C2)C(F)(F)F)S1 4-(3-((6-methyl-2-(trifluoromethyl)thieno[2,3-d]pyrimidin-4-yl)amino)propyl)benzonitrile